tert-Butyl ((3-(((RS)-6-hydroxyhexan-2-yl)oxy)-5-methylpyrazin-2-yl)sulfonyl)-L-prolinate OCCCC[C@@H](C)OC=1C(=NC=C(N1)C)S(=O)(=O)N1[C@@H](CCC1)C(=O)OC(C)(C)C |&1:5|